2-bromo-4-fluoro-1,3-diisopropyl-5-(methoxymethyl)benzene BrC1=C(C=C(C(=C1C(C)C)F)COC)C(C)C